C(C)(C)(C)OC(=O)N1CC(C1)NC1=C(C=NC2=C(C(=C(C=C12)Cl)Br)F)N 3-((3-amino-7-bromo-6-chloro-8-fluoroquinolin-4-yl)amino)azetidine-1-carboxylic acid tert-butyl ester